2-(8-oxa-3-azabicyclo[3.2.1]oct-3-yl)-1-(2-(6-(2-ethyl-5-fluoro-4-hydroxyphenyl)-4-fluoro-1H-indazol-3-yl)-6,7-dihydro-1H-imidazo[4,5-c]pyridin-5(4H)-yl)ethanone C12CN(CC(CC1)O2)CC(=O)N2CC1=C(CC2)NC(=N1)C1=NNC2=CC(=CC(=C12)F)C1=C(C=C(C(=C1)F)O)CC